CC(C)(COP(=O)([O-])OP(=O)([O-])OC[C@@H]1[C@H]([C@H]([C@@H](O1)N2C=NC3=C(N=CN=C32)N)O)OP(=O)([O-])[O-])[C@H](C(=O)NCCC(=O)NCCSC(=O)CC(C4=CC(=C(C=C4)O)OC)O)O The molecule is tetraanion of 3-hydroxy-3-(4-hydroxy-3-methoxyphenyl)propanoyl-CoA arising from deprotonation of the phosphate and diphosphate OH groups; major species at pH 7.3. It is a conjugate base of a 3-hydroxy-3-(4-hydroxy-3-methoxyphenyl)propanoyl-CoA.